N-isopropylmethanimine oxide C(C)(C)[N+](=C)[O-]